tert-butyl-8-[(2R,3R)-1-[2-[3-cyclopropyl-5-(trifluoromethyl)pyrazol-1-yl]acetyl]-2-[2-methyl-3-(trideuteriomethoxy)phenyl]pyrrolidin-3-yl]-3,8-diazabicyclo[3.2.1]octane-3-carboxylate C(C)(C)(C)OC(=O)N1CC2CCC(C1)N2[C@H]2[C@H](N(CC2)C(CN2N=C(C=C2C(F)(F)F)C2CC2)=O)C2=C(C(=CC=C2)OC([2H])([2H])[2H])C